C1(CCCCC1)C(=O)O[C@@H]1[C@](O[C@H](C1)N1C2=NC(=NC(=C2N=C1)N)F)(CO)C#C (2R,3S,5R)-5-(6-amino-2-fluoro-9H-purin-9-yl)-2-ethynyl-2-(hydroxymethyl)tetrahydrofuran-3-yl cyclohexanecarboxylate